NCCOCCOCCN(C/C=C/C(=O)OC)C methyl (E)-4-[2-[2-(2-aminoethoxy)ethoxy]ethyl-methyl-amino]but-2-enoate